C(C)(C)(C)OC(=O)NC1=CC=C2C(=N1)C=CN2C(=O)OC(C)(C)C tert-butyl 5-(tert-butoxycarbonylamino)pyrrolo[3,2-b]pyridine-1-carboxylate